N1(CCC1)[C@H]1CN(CC1)C(=O)OC(C)(C)C tert-Butyl (R)-3-(azetidin-1-yl)pyrrolidine-1-carboxylate